N1(C=NC=C1)C=1C=CC(=C(C1)O)C1=CN=C(N=N1)NC1CCNCC1 5-(1H-imidazol-1-yl)-2-(3-(piperidin-4-ylamino)-1,2,4-triazin-6-yl)phenol